CC1=CC(=NC(=C1)N1CC(CCC1)C(F)(F)F)C1=NN=C(O1)C1=C(C=C(C=C1)NS(=O)(=O)CCO)N1CCC2(CC2)CC1 N-(4-(5-(4-methyl-6-(3-(trifluoromethyl)piperidin-1-yl)pyridin-2-yl)-1,3,4-oxadiazole-2-yl)-3-(6-azaspiro[2.5]octane-6-yl)phenyl)-2-hydroxyethane-1-sulfonamide